1-((2-bromo-5-((3-((tert-butyl(dimethyl)silyl)oxymethyl)phenoxy)methyl)phenyl)methyl)-6-chloro-pyrazolo[3,4-d]pyrimidin-4-amine BrC1=C(C=C(C=C1)COC1=CC(=CC=C1)CO[Si](C)(C)C(C)(C)C)CN1N=CC=2C1=NC(=NC2N)Cl